C(CCC)C=1N=C(NC1C)C1=C(C(=CC=C1)C)O 4-butyl-(2-hydroxy-3-methylphenyl)-5-methylimidazole